tert-butyl (2R,5S)-2,5-diethyl-4-(2-(hydroxymethyl)-5-methyl-6-oxo-5,6-dihydroimidazo[1,2-b]pyridazin-8-yl)piperazine-1-carboxylate C(C)[C@H]1N(C[C@@H](N(C1)C=1C=2N(N(C(C1)=O)C)C=C(N2)CO)CC)C(=O)OC(C)(C)C